1-(6-(1H-pyrazol-4-yl)benzo[d]thiazol-2-yl)-2-methyl-N3-(5-(methylthio)pyrimidin-2-yl)propane-1,3-diamine N1N=CC(=C1)C1=CC2=C(N=C(S2)C(C(CNC2=NC=C(C=N2)SC)C)N)C=C1